CN1N=CC(=C1C1=CC=2N(C=C1)N=C(C2)NC(=O)C2CC2)OC[C@@H]2N(CC2)CC2COC2 N-[5-[2-methyl-4-[[(2R)-1-(oxetan-3-ylmethyl)azetidin-2-yl]methoxy]pyrazol-3-yl]pyrazolo[1,5-a]pyridin-2-yl]cyclopropanecarboxamide